CC1(C)CC(=CC=C1)C 1,3-dimethyltoluene